CC=1C(=C(C=C(C1)C(F)(F)F)O)C=1C=2COCC2N2N=C(N=C2N1)N1CCOCC1 3-methyl-2-(11-morpholino-4-oxa-1,8,10,12-tetrazatricyclo[7.3.0.02,6]dodeca-2(6),7,9,11-tetraen-7-yl)-5-(trifluoromethyl)phenol